OC1=CC(=CC(=C1)CCCCCCCCCCCCCCCCC)O 1,3-dihydroxy-5-n-heptadecylbenzene